N[C@H](C(=O)O)CCC(=O)N1CC(C1)CN (S)-2-amino-5-(3-(aminomethyl)azetidin-1-yl)-5-oxopentanoic acid